bis[4-aminophenoxy] ketone NC1=CC=C(OC(=O)OC2=CC=C(C=C2)N)C=C1